(Z)-3-((3,5-dimethyl-1H-pyrrol-2-yl)methylene)-N-(2-hydroxy-1-phenylethyl)-2-oxindole-6-carboxamide CC1=C(NC(=C1)C)\C=C\1/C(NC2=CC(=CC=C12)C(=O)NC(CO)C1=CC=CC=C1)=O